4-(4-((1R,5S)-3,8-diazabicyclo[3.2.1]octan-3-yl)-6,8-difluoro-2-((1-methyl-1H-imidazol-2-yl)methoxy)quinazolin-7-yl)-5-ethyl-6-fluoronaphthalen-2-ol [C@H]12CN(C[C@H](CC1)N2)C2=NC(=NC1=C(C(=C(C=C21)F)C2=CC(=CC1=CC=C(C(=C21)CC)F)O)F)OCC=2N(C=CN2)C